COC1=CC(=C(C=C1)N1CCC(CC1)(C)COC)[N+](=O)[O-] (4-methoxy-2-nitrophenyl)-4-(methoxymethyl)-4-methylpiperidine